(R)-isopropyl 2-(2-(((1-(6-(3-fluorobenzamido)-9H-purin-9-yl)propan-2-yl)oxy)methyl)-2-oxo-1,3,2-dioxaphosphinan-5-yl)acetate FC=1C=C(C(=O)NC2=C3N=CN(C3=NC=N2)C[C@@H](C)OCP2(OCC(CO2)CC(=O)OC(C)C)=O)C=CC1